tetracetylethylenediamine C(CCCCCCCCCCCCCCC)N(CCN(CCCCCCCCCCCCCCCC)CCCCCCCCCCCCCCCC)CCCCCCCCCCCCCCCC